[6-(6-fluoro-4-methoxy-2-pyridyl)-5-methyl-7,8-dihydro-5H-pyrido[4,3-d]Pyrimidin-2-yl]-2-methyl-thiazole FC1=CC(=CC(=N1)N1C(C2=C(N=C(N=C2)C=2N=C(SC2)C)CC1)C)OC